potassium triflate [O-]S(=O)(=O)C(F)(F)F.[K+]